methyl (2S,4S)-1-(6-fluoro-3-((1r,4S)-4-isopropoxycyclohexyl)indoline-1-carbonyl)-4-(4-fluorophenyl)-2-methylpiperidine-4-carboxylate FC1=CC=C2C(CN(C2=C1)C(=O)N1[C@H](C[C@](CC1)(C(=O)OC)C1=CC=C(C=C1)F)C)C1CCC(CC1)OC(C)C